C(CCCCCCCCCCC)C(=S)SC(C(=O)O)C 2-[(dodecylthiocarbonyl)thio]Propionic acid